BrC1=C2C=NN(C2=CC(=C1F)B1OC(C(O1)(C)C)(C)C)COCC[Si](C)(C)C 4-Bromo-5-fluoro-6-(4,4,5,5-tetramethyl-1,3,2-dioxaborolan-2-yl)-1-((2-(trimethylsilyl)ethoxy)methyl)-1H-indazole